N[C@H]1CN(C[C@H]1CN(C)C)C(=O)OC(C)(C)C Tert-butyl (3R,4R)-3-amino-4-((dimethylamino)methyl)pyrrolidine-1-carboxylate